N-(6-chloropyridazin-3-yl)-2-(((5S,7R,8R,9S,10R)-8-hydroxy-7-(hydroxymethyl)-9-(4-(3,4,5-trifluorophenyl)-1H-1,2,3-triazol-1-yl)-1,6-dioxaspiro[4.5]dec-10-yl)oxy)acetamide ClC1=CC=C(N=N1)NC(CO[C@@H]1[C@H]([C@H]([C@H](O[C@@]12CCCO2)CO)O)N2N=NC(=C2)C2=CC(=C(C(=C2)F)F)F)=O